3,3,4,4,4-pentafluoro-1-iodobut-1-ene FC(C=CI)(C(F)(F)F)F